O=C1N(CC2=CC(=CC=C12)OC1CNCC1C(F)(F)F)C1C(NC(CC1)=O)=O 3-(1-oxo-5-((4-(trifluoromethyl)pyrrolidin-3-yl)oxy)isoindolin-2-yl)piperidine-2,6-dione